6-fluoro-1-(tetrahydro-2H-pyran-2-yl)-1,3a-dihydro-4H-benzo[f]indazol-4-one FC=1C=CC2=C(C(C3C=NN(C3=C2)C2OCCCC2)=O)C1